(S)-2-(bis(4-methoxybenzyl)amino)-4-((1-hydroxypentan-2-yl)amino)pyrido[4,3-d]pyrimidin-5(6H)-one COC1=CC=C(CN(C=2N=C(C3=C(N2)C=CNC3=O)N[C@H](CO)CCC)CC3=CC=C(C=C3)OC)C=C1